BrC1=C(C(=CC=C1)F)N1CCC(CC1)O[Si](C)(C)C(C)(C)C [1-(2-bromo-6-fluoro-phenyl)-4-piperidyl]oxy-tert-butyl-dimethyl-silane